(S)-3-(1,4-dimethyl-1H-benzo[d][1,2,3]triazol-5-yl)-3-(3-((2,2-dimethyl-2,3-dihydropyrido[4,3-f][1,4]oxazepin-4(5H)-yl)methyl)-4-methylphenyl)propanoic acid CN1N=NC2=C1C=CC(=C2C)[C@@H](CC(=O)O)C2=CC(=C(C=C2)C)CN2CC(OC1=C(C2)C=CN=C1)(C)C